4-(4-fluorophenyl)-2-(prop-2-yl)-1H-imidazole FC1=CC=C(C=C1)C=1N=C(NC1)C(C)C